methyl 5-(7,8-dimethyl-[1,2,4]triazolo[1,5-a]pyridin-6-yl)-4-isopropyl-3-methyl-6H-thieno[2,3-b]pyrrole-2-carboxylate CC1=C(C=2N(C=C1C1=C(C3=C(N1)SC(=C3C)C(=O)OC)C(C)C)N=CN2)C